C1(=CC=CC=C1)[C@H]1[C@@H](C1)NC(O[C@H]1CN2CCC1CC2)=O |&1:12| (+/-)-quinuclidin-3-yl (1R,2S)-2-phenylcyclopropylcarbamate